FC1=C(C(=CC(=C1)CNC1=NC=C(C=C1)C)O)N1CC(NS1(=O)=O)=O 5-(2-fluoro-6-hydroxy-4-(((5-methylpyridin-2-yl)amino)methyl)phenyl)-1,2,5-thiadiazolidin-3-one 1,1-dioxide